C(C1=CN=CC=C1)(=O)N Nicotinic acid amid